CC(C)(OCCN(CCC(C(=O)O)NC(=O)N1C(CCC1)C)CCCCC1=NC=2NCCCC2C=C1)C 4-[2-(1,1-dimethylethoxy)ethyl-[4-(5,6,7,8-tetrahydro-1,8-naphthyridin-2-yl)butyl]amino]-2-[[2-methylpyrrolidine-1-carbonyl]amino]butanoic acid